N-[[4-(3-acetamidoazetidin-1-yl)-1-[4-(trifluoromethoxy)phenyl]pyrazolo[3,4-b]pyridin-3-yl]methyl]prop-2-enamide C(C)(=O)NC1CN(C1)C1=C2C(=NC=C1)N(N=C2CNC(C=C)=O)C2=CC=C(C=C2)OC(F)(F)F